BrC1=NC=C(C(=O)N(C)C)C=C1 6-bromo-N,N-dimethylnicotinamide